C(C)(C)(C)OC(=O)N1CCN(CC1)C=1SC2=C(N1)C=C(C(=C2)C(=O)O)O 2-(4-(tert-butoxycarbonyl)piperazine-1-yl)-5-hydroxybenzo[d]thiazole-6-carboxylic acid